Cl.ClC1=C(C2=C(SC3=C2N=CN=C3NC3CCC3)N=C1C)C 8-chloro-N-cyclobutyl-7,9-dimethyl-pyrido[3',2':4,5]thieno[3,2-d]pyrimidin-4-amine hydrochloride